3-(1-oxo-5-((1-((2-((S)-Tetrahydrofuran-3-yl)quinolin-6-yl)methyl)-4-(trifluoromethyl)pyrrolidin-3-yl)oxy)isoindolin-2-yl)piperidine-2,6-dione O=C1N(CC2=CC(=CC=C12)OC1CN(CC1C(F)(F)F)CC=1C=C2C=CC(=NC2=CC1)[C@H]1COCC1)C1C(NC(CC1)=O)=O